(S)-(4-((3-(4-((6,6-dimethylpiperidin-3-yl)amino)-1-(2,2,2-trifluoroethyl)-1H-indol-2-yl)prop-2-yn-1-yl)amino)-3-methoxyphenyl)dimethylphosphine oxide CC1(CC[C@@H](CN1)NC1=C2C=C(N(C2=CC=C1)CC(F)(F)F)C#CCNC1=C(C=C(C=C1)P(C)(C)=O)OC)C